C1=CC=C(C(=C1)NC(=O)CBr)Cl 2-bromo-N-(2-chlorophenyl)acetamide